N[C@H](C(=O)O)CC1=CNC2=NC=C(C=C21)N2CCOCC2 (S)-2-amino-3-(5-morpholino-1H-pyrrolo[2,3-b]pyridin-3-yl)propanoic acid